2-(3-trifluoromethyl-anilino)benzoic acid FC(C=1C=C(NC2=C(C(=O)O)C=CC=C2)C=CC1)(F)F